ClC1=CC2=C(C=C3N2C(=NN(C3=O)CC(=O)N[C@H]3CN(CCC3)C[C@@H](C)O)C(C)C)S1 2-(2-chloro-5-isopropyl-8-oxothieno[2',3':4,5]pyrrolo[1,2-d][1,2,4]triazin-7(8H)-yl)-N-((R)-1-((R)-2-hydroxypropyl)piperidin-3-yl)acetamide